S-(4-azidobutyl) thioacetate C(C)(=O)SCCCCN=[N+]=[N-]